C=1(C(=CC=CC1)CN)CN Xylylen-diamine